(S)-N-(8-(3-hydroxy-3-methylbut-1-yn-1-yl)-5-methyl-4-oxo-2,3,4,5-tetrahydrobenzo[b][1,4]oxazepin-3-yl)-4-phenoxypyridineamide OC(C#CC=1C=CC2=C(OC[C@@H](C(N2C)=O)NC(=O)C2=NC=CC(=C2)OC2=CC=CC=C2)C1)(C)C